isopropenyl acetate (isopropenyl acetate) C(=C)(C)CC(=O)O.C(C)(=O)OC(=C)C